N-adamantan-2-yl-ethane-1,2-diamine C12C(C3CC(CC(C1)C3)C2)NCCN